CC1=CC=CC2=CC(=CC=C12)C(C)=O methyl-6-acetylnaphthalene